(3-((2-azaspiro[3.3]heptan-2-yl)sulfonyl)phenyl)(5'-bromospiro[cyclohexane-1,3'-indolin]-1'-yl)methanone C1N(CC12CCC2)S(=O)(=O)C=2C=C(C=CC2)C(=O)N2CC1(C3=CC(=CC=C23)Br)CCCCC1